methyl 1-(3-(4,4,5,5-tetramethyl-1,3,2-dioxaborolan-2-yl)phenyl)cyclopropan-1-carboxylate CC1(OB(OC1(C)C)C=1C=C(C=CC1)C1(CC1)C(=O)OC)C